(2-((4-(4-methyl-cyclohex-3-en-1-yl)pent-1-en-1-yl)oxy)ethyl)benzene CC1=CCC(CC1)C(CC=COCCC1=CC=CC=C1)C